N-(4-(3-amino-6-(1-isobutyrylpiperidin-4-yl)-1H-indazol-4-yl)phenyl)-1-(4-fluorophenyl)-4,5-dimethyl-2-oxo-1,2-dihydropyridine-3-carboxamide NC1=NNC2=CC(=CC(=C12)C1=CC=C(C=C1)NC(=O)C=1C(N(C=C(C1C)C)C1=CC=C(C=C1)F)=O)C1CCN(CC1)C(C(C)C)=O